NC1=NC=NN2C1=C(C=C2C=2C=CC(=C(C(=O)N[C@@H]1CN(C[C@@H]1F)C(C(C)(C)F)=O)C2)CC)C(F)(F)F 5-[4-amino-5-(trifluoromethyl)pyrrolo[2,1-f][1,2,4]triazin-7-yl]-2-ethyl-N-[(3R,4S)-4-fluoro-1-(2-fluoro-2-methylpropanoyl)pyrrolidin-3-yl]benzamide